CN1N=NC(=C1NC(OC(C)C=1C(=NC=C(C1)Br)Cl)=O)C1=NC(=C(C=C1)NS(=O)(=O)C)C 1-(5-bromo-2-chloropyridin-3-yl)ethyl (1-methyl-4-(6-methyl-5-(methylsulfonamido) pyridin-2-yl)-1H-1,2,3-triazol-5-yl)carbamate